1-(3-nitrophenyl)-3-(m-tolyl)urea [N+](=O)([O-])C=1C=C(C=CC1)NC(=O)NC=1C=C(C=CC1)C